C(C)OC1=CC=CC=2C(C(OC21)=O)=CC2=CC(=C(C=C2)O)OCC (E or Z)-7-ethoxy-3-(3-ethoxy-4-hydroxybenzylidene)benzofuran-2(3H)-one